BrC1=C(C=C2C(=N1)C(=NN2C2OCCCC2)I)F 5-Bromo-6-fluoro-3-iodo-1-(tetrahydro-2H-pyran-2-yl)-1H-pyrazolo[4,3-b]pyridine